diphenylantimony bromine [Br].C1(=CC=CC=C1)[Sb]C1=CC=CC=C1